COC1=CC=C(C(=O)[O-])C=C1OC 4,5-dimethoxybenzoate